C(C)(=O)N(N(C(=O)C1=CC=2C3=C(C(=NC2C=C1Cl)N)C=NN3C)CC=3SC1=C(N3)C=C(C=C1)C(F)(F)F)C N'-Acetyl-4-amino-7-chloro-N',1-dimethyl-N-[[5-(trifluoromethyl)-1,3-benzothiazol-2-yl]methyl]pyrazolo[4,3-c]quinoline-8-carbohydrazide